C1CC=C2OC=3C=CC=CC3C=C21 1,2-dihydrocyclopenta[b]chromene